hydroxy-phenyl propyl ether C(CC)OC1=C(C=CC=C1)O